1-[3-(4-Bromo-2-methyl-2H-pyrazol-3-yl)-4-(4-chlorobenzyloxy)-phenyl]-3-(4-fluoro-phenyl)-urea BrC1=C(N(N=C1)C)C=1C=C(C=CC1OCC1=CC=C(C=C1)Cl)NC(=O)NC1=CC=C(C=C1)F